BrC1=NN(C2=C1C=NC(=C2)C(=O)N)CSC 3-bromo-1-(methylsulfanylmethyl)pyrazolo[4,3-c]pyridine-6-carboxamide